N-[2-methoxy-6-[2-(methoxymethyl)pyrimidin-5-yl]-3-pyridyl]-5-methyl-3-phenyl-isoxazole-4-carboxamide COC1=NC(=CC=C1NC(=O)C=1C(=NOC1C)C1=CC=CC=C1)C=1C=NC(=NC1)COC